2-((6-methoxy-2-(2-methoxyimidazo[2,1-b][1,3,4]thiadiazol-6-yl)pyrazolo[1,5-a]pyridin-4-yl)oxy)-1-(pyridin-4-yl)ethan-1-one COC=1C=C(C=2N(C1)N=C(C2)C=2N=C1SC(=NN1C2)OC)OCC(=O)C2=CC=NC=C2